C(#N)NS(=O)(=NC(NC1=C2CCCC2=CC=2CCCC12)=O)C=1C=NN2C1OCC(C2)(C)C N-cyano-N'-((1,2,3,5,6,7-hexahydro-s-indacen-4-yl)carbamoyl)-6,6-dimethyl-6,7-dihydro-5H-pyrazolo[5,1-b][1,3]oxazine-3-sulfonimidamide